ClC=1C(=NC=CC1C1=C(C(=CC=C1)C1=NC(=C(C=C1)CNC[C@@H](C)O)OC)Cl)C=1C=C2CCN(CC2=C(C1)OC)CC(=O)N (R)-2-(6-(3-chloro-4-(2-chloro-3-(5-(((2-hydroxypropyl)amino)methyl)-6-methoxypyridin-2-yl)phenyl)pyridin-2-yl)-8-methoxy-3,4-dihydroisoquinolin-2(1H)-yl)acetamide